C(C1=CC=CC=C1)OC=1C=C(C(=O)N(C)C)C=CC1[N+](=O)[O-] 3-benzyloxy-N,N-dimethyl-4-nitro-benzamide